C(C)(C)(C)OC(=O)N1CC2C(C2C1)C=1N=C2N(C=C(C=C2OC)B2OC(C(O2)(C)C)(C)C)C1 tert-butyl-6-[8-methoxy-6-(4,4,5,5-tetramethyl-1,3,2-dioxaborolan-2-yl)imidazo[1,2-a]pyridin-2-yl]-3-azabicyclo[3.1.0]hexane-3-carboxylate